1-ethyl-6,7,8-trifluoro-1,4-dihydro-4-oxo-quinoline-3-carboxylic acid C(C)N1C=C(C(C2=CC(=C(C(=C12)F)F)F)=O)C(=O)O